FC1=C(C(N)=N)C=C(C=C1)OC=1C(=C2C=CNC2=CC1F)CCCO 2-fluoro-5-((6-fluoro-4-(3-hydroxypropyl)-1H-indol-5-yl)oxy)-benzimidamide